CC(CC1C(N(CC1)C1=CC=CC=C1)=O)C=C(C1=CC=CC=C1)C1=CC=C(C=C1)Br (2-methyl-4-(4-bromophenyl)-4-phenyl-3-butenyl)-1-phenylpyrrolidin-2-one